C(C)(C)(C)OC(NC=1SC2=C(N1)C(=C(C=C2F)F)O)=O (5,7-difluoro-4-hydroxy-1,3-benzothiazol-2-yl)carbamic acid tert-butyl ester